CC(C)(C)CC(C)(C)NC(=O)C=C Tert-octylacrylamide